COCCOC=1C=C(C(=O)NC)C=CC1NCC#C 3-(2-methoxyethoxy)-N-methyl-4-(prop-2-yn-1-ylamino)benzamide